C(=O)(O)C=1C=C(C=C(C1)[Si](C)(C)C)C1OCCO1 2-(3-carboxy-5-(trimethylsilyl)phenyl)-1,3-dioxolane